ClC1=C(C=C(C=C1)S(=O)(=O)N)COC1(CC1)C=1C=NC=CC1C1=C(C=CC=C1)OC1CC1 4-chloro-3-([1-[4-(2-cyclopropoxyphenyl)pyridin-3-yl]cyclopropoxy]methyl)benzene-1-sulfonamide